C1(=CC=CC=C1)CCCC1N(C2(CC1)CCCC2)C(=O)N (3-phenylpropyl)-1-azaspiro[4.4]nonane-1-carboxamide